N-(2-cyclopropyl-2,2-difluoroethyl)-5-(pyrido[2,3-b]pyrazin-7-yl)pyrrolo[2,1-f][1,2,4]triazin-2-amine C1(CC1)C(CNC1=NN2C(C=N1)=C(C=C2)C2=CC=1C(=NC=CN1)N=C2)(F)F